rac-3-fluoro-2-hydroxy-5-(2-(3-(pyrrolidin-1-yl)phenyl)morpholine-4-carbonyl)benzaldehyde FC=1C(=C(C=O)C=C(C1)C(=O)N1C[C@H](OCC1)C1=CC(=CC=C1)N1CCCC1)O |r|